(±)-trans-4-(4-(4-bromo-1H-pyrazol-1-yl)-1-((5-methoxy-7-methyl-1H-indol-4-yl)methyl)piperidin-2-yl)benzoic acid BrC=1C=NN(C1)[C@H]1C[C@@H](N(CC1)CC1=C2C=CNC2=C(C=C1OC)C)C1=CC=C(C(=O)O)C=C1 |r|